BrC=1C=C(C(=NC1F)NC(C)=O)C#C[Si](C)(C)C N-[5-bromo-6-fluoro-3-[2-(trimethylsilyl)ethynyl]pyridin-2-yl]acetamide